C(C)C(C(=O)N)(Br)CC diethyl-bromoacetamide